1-[(2,3-difluorophenyl)carbonyl]piperidin FC1=C(C=CC=C1F)C(=O)N1CCCCC1